C(C)C(COP(OCC(CCCC)CC)(OCC(CCCC)CC)(OCC(CCCC)CC)OCC(CCCC)CC)CCCC penta(2-ethylhexyloxy)phosphorane